glycolyl chloride C(CO)(=O)Cl